OC1=C(C=CC(=C1)C(C)C)N1N=C2C(CNCC3C2=C1CCN3C(=O)[O-])C 2-(2-hydroxy-4-isopropylphenyl)-9-methyl-2,3,4,5a,6,7,8,9-octahydro-5H-1,2,5,7-tetraazabenzo[cd]azulene-5-carboxylate